BrC1=CC(=C(C=C1)N1C=CC=C1)[N+](=O)[O-] 1-(4-bromo-2-nitrophenyl)-1H-pyrrole